2,5-Dioxopyrrolidin-1-yl N2-(((9H-fluoren-9-yl)methoxy)carbonyl)-N6-(tert-butoxycarbonyl)-L-lysinate C1=CC=CC=2C3=CC=CC=C3C(C12)COC(=O)N[C@@H](CCCCNC(=O)OC(C)(C)C)C(=O)ON1C(CCC1=O)=O